(R)-2-(4-(7-methylpyrazolo[1,5-a]pyridin-2-yl)-1,4,6,7-tetrahydro-5H-imidazo[4,5-c]pyridin-5-yl)-5-(2-methylpyridin-3-yl)-1,3,4-oxadiazole CC1=CC=CC=2N1N=C(C2)[C@@H]2N(CCC1=C2N=CN1)C=1OC(=NN1)C=1C(=NC=CC1)C